OC1=C(C=C(C=C1)N1CCC=2C=C(C=NC2C1=O)C1=CC=C(C=C1)C(F)(F)F)NS(=O)(=O)C N-(2-hydroxy-5-(8-oxo-3-(4-(trifluoromethyl)phenyl)-5,8-dihydro-1,7-naphthyridin-7(6H)-yl)phenyl)methanesulfonamide